N,N'-dimethyl-ethane-1,2-diamine CNCCNC